1-[2-(2,4-dimethylphenylsulfanyl)phenyl]piperazine HBr salt Br.CC1=C(C=CC(=C1)C)SC1=C(C=CC=C1)N1CCNCC1